1-((1R,2S,3R,4R)-4-((bis(4-methoxyphenyl)(phenyl)methoxy)methyl)-3-hydroxy-2-methoxycyclopentyl)pyrimidine-2,4(1H,3H)-dione COC1=CC=C(C=C1)C(OC[C@@H]1[C@H]([C@H]([C@@H](C1)N1C(NC(C=C1)=O)=O)OC)O)(C1=CC=CC=C1)C1=CC=C(C=C1)OC